(4-fluorophenyl)(2-(p-tolyl)-1H-imidazol-4-yl)methanone tert-butyl-3-(4-(2-chloro-3-fluorophenyl)piperidine-1-carbonyl)-1,4,5,7-tetrahydro-6H-pyrazolo[3,4-c]pyridine-6-carboxylate C(C)(C)(C)OC(=O)N1CC2=C(CC1)C(=NN2)C(=O)N2CCC(CC2)C2=C(C(=CC=C2)F)Cl.FC2=CC=C(C=C2)C(=O)C=2N=C(NC2)C2=CC=C(C=C2)C